C(C)(=O)O[C@@H]1[C@H]([C@H]2O[C@H](OC[C@H]2O[C@H]1C(=O)OC)C1=CC=CC=C1)N1N=NC(=C1)C1=C(C(=C(C=C1)Br)F)F Methyl (2S,4aR,6R,7R,8S,8aR)-7-acetoxy-8-(4-(4-bromo-2,3-difluorophenyl)-1H-1,2,3-triazol-1-yl)-2-phenylhexahydropyrano[3,2-d][1,3]dioxine-6-carboxylate